1-((dimethylamino)(thiomorpholino)methylene)-1H-benzotriazolium CN(C)C(=[N+]1N=NC2=C1C=CC=C2)N2CCSCC2